ClC=1C(=C2C=NNC2=C(C1F)COC)C=1C=CC=2N(C1)C=C(N2)NC(=O)[C@H]2[C@H](C2)F (1S,2S)-N-(6-(5-chloro-6-fluoro-7-(methoxymethyl)-1H-indazol-4-yl)imidazo[1,2-a]pyridin-2-yl)-2-fluorocyclopropane-1-carboxamide